(2R)-N4-hydroxy-N1-[(1S)-1-(1H-indol-3-ylmethyl)-2-(methylamino)-2-oxoethyl]-2-(2-methylpropyl)butanediamide ONC(C[C@H](C(=O)N[C@H](C(=O)NC)CC1=CNC2=CC=CC=C12)CC(C)C)=O